NC1=C(C=C(C=N1)C1=NN2C(=C1)[C@@]1(CN(CC1)C(=O)N[C@H](C)C1=CC=C(C=C1)C#N)OCC2)C(F)(F)F |&1:12| (3'RS)-2-[6-amino-5-(trifluoromethyl)pyridin-3-yl]-N-[(1R)-1-(4-cyanophenyl)ethyl]-6,7-dihydrospiro[pyrazolo[5,1-c][1,4]oxazine-4,3'-pyrrolidine]-1'-carboxamide